C2-anilinoethanol N(C1=CC=CC=C1)CCO